P(O)(=O)(OP(=O)(O)O)OC[C@@H]1[C@H]([C@H]([C@@H](O1)N1C(=O)NC(=O)C=C1)O)O uridine 5'-diphosphate